FC=1C=C2C(C=C(OC2=CC1)C(=O)NC=1C=NC=CC1)=O 6-fluoro-4-oxo-N-(pyridin-3-yl)-4H-chromene-2-formamide